COC(C1=C(C(=C(N=N1)C1=C(C=C(C=C1)C(F)(F)F)O)C)C)C1CNCCC1 2-(6-(methoxy(piperidin-3-yl)methyl)-4,5-dimethylpyridazin-3-yl)-5-(trifluoromethyl)phenol